6-(2-methylphenyl)-2-(5-fluoro-pyridin-3-yloxymethyl)imidazo[1,2-a]pyrimidine CC1=C(C=CC=C1)C=1C=NC=2N(C1)C=C(N2)COC=2C=NC=C(C2)F